[Mn].CN1C=NC2=C1C=CC=C2C=O (1-methylbenzimidazol-4-yl)methanone manganese